COC1=C(NC2=C(C=3C(C4=CC=CC=C4C(C3C(=C2F)F)=O)=O)F)C=CC=C1 2-(o-methoxyanilino)-1,3,4-trifluoroanthraquinone